ClC1=CC(=C(N=N1)NC=1SC2=NC=CC=C2N1)C N-(6-chloro-4-methylpyridazin-3-yl)thiazolo[5,4-b]pyridin-2-amine